C(C)(C)(C)OC(=O)C1=C(C(=NC(=N1)N1CCNCC1)OCC)C(=O)O (tert-Butoxycarbonyl)piperazin-1-yl-4-ethoxypyrimidine-5-carboxylic acid